C(C=C)(=O)N1[C@H](CN(CC1)C1=NC(=NC=2CC(CCC12)N1CC2=CC=CC=C2CC1)OCCN1CCCC1)CC#N 2-((2S)-1-Acryloyl-4-(7-(3,4-dihydroisoquinolin-2(1H)-yl)-2-(2-(pyrrolidin-1-yl)ethoxy)-5,6,7,8-tetrahydroquinazolin-4-yl)piperazin-2-yl)acetonitrile